C(C1=CC=CC=C1)OC1=NC=C(C=C1)C1=CC(=CC=C1)Br 2-benzyloxy-5-(3-bromophenyl)pyridine